1-(4-chlorobenzyl)-3-(3,3-dimethylbutanoyl)-2-(3-ethoxy-2,2-dimethyl-3-oxopropyl)-1H-indol-5-yl-3,3-dimethylbutanoate ClC1=CC=C(CN2C(=C(C3=CC(=CC=C23)OC(CC(C)(C)C)=O)C(CC(C)(C)C)=O)CC(C(=O)OCC)(C)C)C=C1